1-(1,1-dimethylethyl)-2-methoxy-4-methyl-3,5-dinitrobenzene CC(C)(C)C1=C(C(=C(C(=C1)[N+](=O)[O-])C)[N+](=O)[O-])OC